C(CCCCCCCCCC=CCCCCCCCC)O 11-eicosenol